1,1,3,3-Tetramethyl-1,3-bis(4-aminobutyl)-disiloxan C[Si](O[Si](CCCCN)(C)C)(CCCCN)C